COC1=CC=C(C(=N)C#N)C=C1 4-methoxybenzimidoyl cyanide